O=C1N(C(CC1)=O)C(C(=O)O)CCCCC=1C=NC(=NC1)S(=O)(=O)C (2,5-dioxopyrrolidin-1-yl)-6-(2-methylsulfonylpyrimidin-5-yl)hexanoic acid